FC(CC1=C(C=C(C=C1F)F)C1OCCO1)F (2-(2,2-difluoroethyl)-3,5-difluorophenyl)-1,3-dioxolane